C(C)(C)(C)OC(COC1=CC=C2CCN(CC2=C1)C1=CC=C(C=C1)C1=N[C@H](C=2N(C3=C1C(=C(S3)C)C)C(=NN2)C)CC(=O)OC)=O methyl [(6S)-4-{4-[7-(2-t-butoxy-2-oxoethoxy)-3,4-dihydroisoquinolin-2(1H)-yl]phenyl}-2,3,9-trimethyl-6H-thieno[3,2-f][1,2,4]triazolo[4,3-a][1,4]diazepin-6-yl]acetate